NC1=NC(=NC(=N1)Cl)Cl 2-amino-4,6-dichloro-s-triazine